C(C[C@H](C(=O)O)N)C[C@@H](C(=O)O)N meso-2,6-diaminopimelic acid